5-chloro-2,2-dimethyl-1,3-dioxin-4-one ClC=1C(OC(OC1)(C)C)=O